C(C)(C)(CC)[SiH](CC)CC tert-amyl-diethyl-silane